COC1CC(C1)(C1=NN=CN1C)C=1C=C(C=C(C1)N1C(C2=CC(=CC(=C2C1)C(F)(F)F)CNC1(CCC1)C)=O)N[C@@H](CC#N)C (R)-3-((3-((1r,3R)-3-methoxy-1-(4-methyl-4H-1,2,4-triazol-3-yl)cyclobutyl)-5-(6-(((1-methylcyclobutyl)amino)methyl)-1-oxo-4-(trifluoromethyl)isoindolin-2-yl)phenyl)amino)butanenitrile